2-(6-(dimethylamino) pyridin-3-yl)-4-(((4-methoxybenzyl) amino)methyl)-1-methyl-1H-imidazole-5-carboxylate sodium salt [Na+].CN(C1=CC=C(C=N1)C=1N(C(=C(N1)CNCC1=CC=C(C=C1)OC)C(=O)[O-])C)C